6-(5-(1-((1r,3r,4r,5r)-7,7-difluoro-4-methoxy-1-methyl-8-azabicyclo[3.2.1]oct-3-yl)vinyl)pyrazin-2-yl)isoquinolin-7-ol FC1(C[C@@H]2[C@@H]([C@H](C[C@]1(N2)C)C(=C)C=2N=CC(=NC2)C=2C=C1C=CN=CC1=CC2O)OC)F